FC([C@@H]1CN(CC1)CCCCC)F (R)-5-((S)-3-(difluoromethyl)pyrrolidine-1-yl)pentane